FC(C=1C=C(COC=2C=C3CC[C@H](C3=CC2)N2CCC(CC2)C(=O)OC)C=CC1)(F)F |r| racemic-methyl 1-(5-((3-(trifluoromethyl)benzyl)oxy)-2,3-dihydro-1H-inden-1-yl)piperidine-4-carboxylate